3-(6-bromopyridin-3-yl)N-(2-(3-chloro-5-(trifluoromethyl)pyridin-2-yl)ethyl)-1,2,4-oxadiazole-5-carboxamide BrC1=CC=C(C=N1)C1=NOC(=N1)C(=O)NCCC1=NC=C(C=C1Cl)C(F)(F)F